ClC1=NC(=CC(=C1)C(=O)OC)C(F)(F)F methyl 2-chloro-6-(trifluoromethyl)pyridine-4-carboxylate